ClC=1C=C(C=CC1C(=O)N1CCN(CC1)C(=O)C1CCNCC1)NC(=O)C=1N(C(=CN1)C=1C(=NN(C1)C1=NC=C2C(=N1)NN=C2)C(F)(F)F)C N-[3-chloro-4-[4-(piperidine-4-carbonyl)piperazine-1-carbonyl]phenyl]-1-methyl-5-[1-(1h-pyrazolo[3,4-d]pyrimidin-6-yl)-3-(trifluoromethyl)pyrazol-4-yl]imidazole-2-carboxamide